methyl 4-bromo-5-chloro-2-phenyl-2,3-dihydrobenzofuran-2-carboxylate BrC1=C(C=CC2=C1CC(O2)(C(=O)OC)C2=CC=CC=C2)Cl